CC1(CC1)[C@H]1CCC=2N=C3C=CC(=CC3=CC2C1)C(=O)OC (S)-methyl 7-(1-methylcyclopropyl)-5,6,7,8-tetrahydroacridine-2-carboxylate